O=S1(NC2(CN(C2)C(=O)N2CC3(C2)CC(C3)CC=3C=NN(C3)C(F)(F)F)CCC1)=O (6,6-dioxo-6lambda6-thia-2,5-diazaspiro[3.5]nonan-2-yl)-[6-[[1-(trifluoromethyl)pyrazol-4-yl]methyl]-2-azaspiro[3.3]heptan-2-yl]methanone